BrC1=CC2=C(N=C3N2C(CC3)COC3OCCCC3)C(=C1)F 7-bromo-5-fluoro-1-(((tetrahydro-2H-pyran-2-yl)oxy)methyl)-2,3-dihydro-1H-benzo[d]pyrrolo[1,2-a]imidazole